CC1=C(C(=CC(=C1)C(=O)O)C)C1=CC(=CC=C1)C1=C(C=C(C=C1C)C(=O)O)C 2,2'',6,6''-tetramethyl-[1,1':3',1''-terphenyl]-4,4''-dicarboxylic acid